1-(1-((1-methoxypropan-2-yl)oxy)prop-1-en-2-yl)-3-(1-propoxyprop-1-en-2-yl)benzene COCC(C)OC=C(C)C1=CC(=CC=C1)C(=COCCC)C